[N+](=O)([O-])C=1C=C(C(=O)O)C=CC1N1C=CC=C1 3-nitro-4-(1H-pyrrol-1-yl)benzoic acid